ClC1=C(C(=CC=C1Cl)F)[C@@]1(CN(CC1)C(C=C)=O)NC1=CC=C2C(=CN(C(C2=C1)=O)C)F 7-{[(3S)-3-(2,3-Dichloro-6-fluorophenyl)-1-(prop-2-enoyl)pyrrolidin-3-yl]amino}-4-fluoro-2-methylisoquinolin-1-one